N[C@H]1CN(CC[C@@H]1F)C=1C2=C(N=CN1)C(=CC(=N2)C2=CC=C(C=C2)CN2CCOCC2)C(=O)N 4-((3S,4S)-3-amino-4-fluoropiperidin-1-yl)-6-(4-(morpholinomethyl)phenyl)pyrido[3,2-d]pyrimidine-8-carboxamide